thiothioether S=S